C1(CCCC1)N1C(C=C(C2=C1N=C(N=C2)NC2=CC1=C(NC(O1)=O)C=C2)C)=O 6-((8-Cyclopentyl-5-methyl-7-oxo-7,8-dihydropyrido[2,3-d]pyrimidin-2-yl)amino)benzo[d]oxazol-2(3H)-one